C(C=1C(C(=O)[O-])=CC=CC1)(=O)[O-].[NH+]12CCCC=C2CNC1.[NH+]12CCCC=C2CNC1 1,8-diazabicyclo[4.3.0]-5-nonenylium phthalate